N-isooctyl-cyclohexylamine C(CCCCC(C)C)NC1CCCCC1